FC=1C=2N(C=C(C1OC(C)C)C(=O)O)C=C(N2)[C@]21CO[C@](CC2)(C1)C 8-fluoro-7-isopropoxy-2-((1R,4S)-1-methyl-2-oxabicyclo[2.2.1]heptan-4-yl)imidazo[1,2-a]pyridine-6-carboxylic acid